ethyl 4-[(3-acetylphenyl)amino]-6-methoxy-3-quinolinecarboxylate C(C)(=O)C=1C=C(C=CC1)NC1=C(C=NC2=CC=C(C=C12)OC)C(=O)OCC